2-(6-(((1S,3S)-3-aminocyclopentyl)amino)pyridin-3-yl)pyridazin-3(2H)one N[C@@H]1C[C@H](CC1)NC1=CC=C(C=N1)N1N=CC=CC1=O